IC=1C=C(CN2C(NC3=C2C=CC=C3)=O)C=CC1CN1C(CCC1)=O (3-iodo-4-((2-oxopyrrolidin-1-yl)methyl)benzyl)-1,3-dihydro-2H-benzo[D]imidazol-2-one